(1R,2R)-5-((2-methyl-[1,1'-biphenyl]-3-yl)methoxy)-1-((2-(methylsulfonyl)ethyl)amino)-2,3-dihydro-1H-inden-2-ol CC1=C(C=CC=C1COC=1C=C2C[C@H]([C@@H](C2=CC1)NCCS(=O)(=O)C)O)C1=CC=CC=C1